(R)-1-((5-(3-amino-3-(methoxymethyl)piperidin-1-yl)-2-(3-fluoro-4-methoxyphenyl)pyridin-4-yl)methyl)-1H-imidazo[4,5-c]pyridin-4-amine N[C@]1(CN(CCC1)C=1C(=CC(=NC1)C1=CC(=C(C=C1)OC)F)CN1C=NC=2C(=NC=CC21)N)COC